FC=1C=C(OC=2N=CC(=NC2)NC(C(C)N2CC(N(CC2)C(=O)C2=CC=[N+](C=C2)[O-])(C)C)=O)C=CC1F 4-(4-(1-((5-(3,4-difluorophenoxy)pyrazin-2-yl)amino)-1-oxopropan-2-yl)-2,2-dimethylpiperazine-1-carbonyl)pyridine 1-oxide